CC1=CC=C(C=N1)N1N=C(C=C1)OC1=CC=C(N)C=C1 4-{[1-(6-methylpyridin-3-yl)pyrazol-3-yl]oxy}aniline